C(C)(C)(C)OC1(CN1)OC(C)(C)C 3,3-di-tert-butyl-oxyaziridine